4-Bromo-6-methylpicolinaldehyde BrC1=CC(=NC(=C1)C)C=O